ClCC=1C=C(C(=O)N[C@@H](CC2=CNC3=CC=CC=C23)C(=O)O)C=CC1 3-chloromethylbenzoyl-L-tryptophane